2-amino-3-(4-iodophenyl)propanamide NC(C(=O)N)CC1=CC=C(C=C1)I